3-[2-(2-ethoxyphenylamino)-1-hydroxyethyl]-1H-1,2,4-triazol-5(4H)-one C(C)OC1=C(C=CC=C1)NCC(O)C1=NNC(N1)=O